C(C)OC(=C)C1=NC=C(C#N)C(=C1)OC 6-(1-ethoxyvinyl)-4-methoxyl-Nicotinonitrile